CC(CC)S 2-Butanthiol